methyl 3-phenyl-1,2,4-oxadiazole-5-carboxylate C1(=CC=CC=C1)C1=NOC(=N1)C(=O)OC